(2R,3R)-N-(2-amino-4-(4-(trifluoromethyl)phenethyl)phenyl)-2,3-difluorooctanamide NC1=C(C=CC(=C1)CCC1=CC=C(C=C1)C(F)(F)F)NC([C@H]([C@@H](CCCCC)F)F)=O